CC1=CC(=NC=C1)N1C2=CC=CC=C2C=2C=CC(=CC12)O 9-(4-methylpyridin-2-yl)-9H-carbazole-2-ol